C1(CC1)S(=O)(=O)NC1=NC=CC(=C1F)CN1C(OC2=C(C=C(C(=C2)OC=2N=NC=CC2)F)C12COC2)=O (cyclopropylsulfonyl)[3-fluoro-4-({6-fluoro-2-oxo-7-(3-pyridazinyloxy)-2H,3H-spiro[1,3-benzoxazine-4,3'-oxetan]-3-yl}methyl)-2-pyridyl]amine